C(C)(C)(C)OC(=O)N1C[C@H]([C@@H](C1)C1=CC=CC=C1)C(=O)O (3S,4R)-1-(tert-Butoxycarbonyl)-4-phenylpyrrolidine-3-carboxylic acid